tert-butyl (3aS,6aR)-3a-methyl-5-oxohexahydrocyclopenta[c]pyrrole-2(1H)-carboxylate C[C@]12[C@H](CN(C1)C(=O)OC(C)(C)C)CC(C2)=O